Cl[Si]1(C[Si](C1)(CCCC)CCCC)CCCC 1-chloro-1,3,3-tributyl-1,3-disilacyclobutane